3,5-Bis(trifluoromethyl)acetophenone CC(=O)C1=CC(=CC(=C1)C(F)(F)F)C(F)(F)F